(R)-N-(7-(4-Fluorobenzoyl)-8-methyl-3-(3-methyl-1,2,4-thiadiazol-5-yl)-5,6,7,8-Tetrahydroimidazo[1,5-a]pyrazin-1-yl)benzamide FC1=CC=C(C(=O)N2[C@@H](C=3N(CC2)C(=NC3NC(C3=CC=CC=C3)=O)C3=NC(=NS3)C)C)C=C1